C(C)(C)(C)OC(=O)N1C[C@H](CC1)C1=CC=C(C=C1)NC(=O)OCCC1=CC=C(C=C1)Cl |r| (RS)-3-{4-[2-(4-Chloro-phenyl)-ethoxycarbonylamino]-phenyl}-pyrrolidine-1-carboxylic acid tert-butyl ester